1,6-dimethyl-4-[(3S,4R)-3-methyl-4-(5-piperazin-1-yl-2-pyridyl)-1-piperidyl]pyrazolo[3,4-b]pyridine CN1N=CC=2C1=NC(=CC2N2C[C@H]([C@@H](CC2)C2=NC=C(C=C2)N2CCNCC2)C)C